8-(4-Isopropylphenylsulfonyl)-guanosine C(C)(C)C1=CC=C(C=C1)S(=O)(=O)C=1N([C@H]2[C@H](O)[C@H](O)[C@@H](CO)O2)C=2N=C(NC(C2N1)=O)N